C1(CC1)CN(C1=CC(=CC(=N1)C(=O)NC1=CC=C(C(=O)O)C=C1)C)CC 4-(6-((cyclopropylmethyl)(ethyl)amino)-4-methylpyridinamido)benzoic acid